(R)-1-methyl-3-(1-(6-((4-(piperazin-1-yl)phenyl)amino)-9H-purin-2-yl)piperidin-3-yl)imidazolidin-2-one CN1C(N(CC1)[C@H]1CN(CCC1)C1=NC(=C2N=CNC2=N1)NC1=CC=C(C=C1)N1CCNCC1)=O